C1(CC1)N1C(=NN=C1)C1=CC=CC(=N1)N1C(C2=C(C1)C1=C(S2)C=CC=C1)=O 2-(6-(4-cyclopropyl-4H-1,2,4-triazol-3-yl)pyridin-2-yl)-1,2-dihydro-3H-benzo[4,5]thieno[2,3-c]pyrrol-3-one